FC(OC1=C(C=C(OC2=CC=C3CCN(CC3=C2)C(=O)OC(C)(C)C)C=C1)C1=NN(C=C1NC(=O)C=1C=NN2C1N=CC=C2)C2COC2)F tert-butyl 7-(4-(difluoromethoxy)-3-(1-(oxetan-3-yl)-4-(pyrazolo[1,5-a]pyrimidine-3-carboxamido)-1H-pyrazol-3-yl)phenoxy)-3,4-dihydroisoquinoline-2(1H)-carboxylate